NCCN1N=NC(=C1)CNC1=C2C(N(C(C2=CC=C1)=O)C1C(NC(CC1)=O)=O)=O 4-(((1-(2-Aminoethyl)-1H-1,2,3-triazol-4-yl)methyl)amino)-2-(2,6-dioxopiperidin-3-yl)isoindoline-1,3-dione